ClC=1C(=NC(=CC1)OC)C(CC)=NNS(=O)(=O)C1=CC=C(C=C1)C N'-(1-(3-chloro-6-methoxypyridin-2-yl)propylidene)-4-methylbenzenesulfonohydrazide